[N+](=O)([O-])C1=CC=C(C=C1)\C=C\C(=O)C1=CC=CC=C1 4-Nitrochalcone